5,5-Dimethyl-3,7-bis((triisopropylsilyl)oxy)dibenzo[b,e]silin-10(5H)-one C[Si]1(C2=C(C(C3=C1C=C(C=C3)O[Si](C(C)C)(C(C)C)C(C)C)=O)C=CC(=C2)O[Si](C(C)C)(C(C)C)C(C)C)C